1-methyl-4-oxo-4,5-dihydro-1H-pyrazolo[4,3-c]pyridine-6-carboxylate CN1N=CC=2C(NC(=CC21)C(=O)[O-])=O